3-Chloro-4-ethylpyridine ClC=1C=NC=CC1CC